C(C(=C)C)(=O)OCCC[Si](OCCOC)(OCCOC)OCCOC gamma-methacryloxypropyl-tris(beta-methoxyethoxy)silane